3-p-tolylquinolin C1(=CC=C(C=C1)C=1C=NC2=CC=CC=C2C1)C